[Na+].C[Si](CCCS(=O)(=O)[O-])(C)C 3-(trimethylsilyl)-1-propanesulfonic acid, sodium salt